(tert-butyl)-3-(2-oxo-2-(pyridin-4-yl)ethyl)isonicotinamide C(C)(C)(C)C=1C(=C(C(=O)N)C=CN1)CC(C1=CC=NC=C1)=O